NC1CCC(CC1)NC1=NC(=NC=C1C(F)(F)F)NC1=NC=2CCN(CC2C=C1)C(C(C)(C)O)=O 1-(2-((4-(((1S,4S)-4-aminocyclohexyl)amino)-5-(trifluoromethyl)pyrimidin-2-yl)amino)-7,8-dihydro-1,6-naphthyridin-6(5H)-yl)-2-hydroxy-2-methylpropan-1-one